Cl\C=C/C(F)(F)F Z-1-chloro-3,3,3-trifluoro-prop-1-ene